NC1=NC(=C(C(=N1)N(N)C(C(C(=O)C)C1OCCC1)=O)Br)C=1OC=CN1 (2-amino-5-bromo-6-(oxazol-2-yl)pyrimidin-4-yl)-2-(tetrahydrofuran-2-yl)acetoacetylHydrazine